P(=O)([O-])([O-])[O-].[V+5].[Eu+3].[Y+3] yttrium-europium vanadium phosphate